5-chloro-2-(4-methoxyphenyl)-7-(methylthio)[1,2,4]triazolo[1,5-c]quinazoline ClC1=NC=2C(=CC=CC2C=2N1N=C(N2)C2=CC=C(C=C2)OC)SC